CN(CC#C)C Dimethyl-(prop-2-yn-1-yl)amine